COC1=CC=NC=C1C=O 4-methoxynicotinaldehyde